N1(CC(=O)O)C(=O)N(C)C=2N=CN(C)C2C1=O caffeine-formic acid